1-(3-{4-amino-5-[4-(azetidin-3-yloxy)phenyl]-7-methyl-7H-pyrrolo[2,3-d]pyrimidin-6-yl}pyrrolidin-1-yl)prop-2-en-1-one NC=1C2=C(N=CN1)N(C(=C2C2=CC=C(C=C2)OC2CNC2)C2CN(CC2)C(C=C)=O)C